6-methylpyridin-3-ylmethylamine CC1=CC=C(C=N1)CN